2,3-difluoro-4-bromobenzoic acid FC1=C(C(=O)O)C=CC(=C1F)Br